anthracenimine C1(CC=CC2=CC3=CC=CC=C3C=C12)=N